BrC1=CC(=C2CCC[C@H](C2=C1)[C@@H](C(=O)O)NC(=O)OC(C)(C)C)F (2S)-2-[(1R)-7-bromo-5-fluoro-tetralin-1-yl]-2-(tert-butoxycarbonylamino)-acetic acid